C(C)N(N=O)CC N,N-diethylnitrous amide